3-[4-[1-[2-(2,6-dioxo-3-piperidyl)-1,3-dioxo-isoindolin-4-yl]oxyethyl]triazol-1-yl]propanoic acid O=C1NC(CCC1N1C(C2=CC=CC(=C2C1=O)OC(C)C=1N=NN(C1)CCC(=O)O)=O)=O